methyl 7-bromo-5-methylthieno[3,2-B]pyridine-3-carboxylate BrC1=C2C(=NC(=C1)C)C(=CS2)C(=O)OC